B(O)(O)O.ClC1=C(C(=O)N([C@H](CC(C)C)C(=O)O)NC(CCC2=COC3C(OCC3)=C2)=O)C=C(C=C1)Cl N-(2,5-dichlorobenzoyl)-3-(2,3-dihydro-1,4-benzodioxol-6-yl)propionamido-D-leucine borate